5-(4-(1-(4-((S)-2-(3-Chloro-4-cyanophenyl)-3-methyl-2,8-diazaspiro[4.5]decan-8-yl)benzoyl)piperidin-4-yl)piperazin-1-yl)-N-(2,6-dioxopiperidin-3-yl)picolinamide ClC=1C=C(C=CC1C#N)N1CC2(C[C@@H]1C)CCN(CC2)C2=CC=C(C(=O)N1CCC(CC1)N1CCN(CC1)C=1C=CC(=NC1)C(=O)NC1C(NC(CC1)=O)=O)C=C2